NC1=NN2C(C3=C(C(=CC=C3C(=C2C(=O)OC)OCC2=CC=CC=C2)Cl)C(F)(F)F)=N1 methyl 2-amino-6-(benzyloxy)-9-chloro-10-(trifluoromethyl)-[1,2,4]triazolo[5,1-a]isoquinoline-5-carboxylate